ClC1=C(C(=O)N2COC3=C(C2)C=CC=C3C3=CC(=C(C(=O)O)C=C3F)N3CCOCC3)C(=CC(=C1)C1COC1)Cl 4-[3-[2,6-dichloro-4-(oxetan-3-yl)benzoyl]-2,4-dihydro-1,3-benzoxazin-8-yl]-5-fluoro-2-morpholine-4-ylbenzoic acid